(S)-(cis)-Ethyl 4-(3-fluoro-2-methylphenyl)-6-((hexahydropyrrolo[3,4-b][1,4]oxazin-4(4aH)-yl) methyl)-2-(thiazol-2-yl)-1,4-dihydropyrimidine-5-carboxylate FC=1C(=C(C=CC1)[C@@H]1N=C(NC(=C1C(=O)OCC)CN1[C@H]2[C@@H](OCC1)CNC2)C=2SC=CN2)C